NC(C(=O)OP(=O)(OC1=CC=C(C=C1)[N+](=O)[O-])OC1=CC=C(C=C1)Br)(C)C ((4-bromophenoxy)(4-nitrophenoxy)phosphoryl) amino-2-methylpropanoate